CC(=O)N/C=C(/CC(=O)[O-])\\C(=O)[O-] The molecule is dicarboxylate anion of 2-(acetamidomethylidene)succinic acid; major species at pH 7.3. It is a conjugate base of a 2-(acetamidomethylidene)succinic acid.